4-fluoro-1-[2-(5-methyl-2,4-dioxo-1,2,3,4-tetrahydropyrimidin-1-yl)acetyl]-N-{phenyl[5-(propan-2-yl)pyridin-2-yl]methyl}pyrrolidine-2-carboxamide FC1CC(N(C1)C(CN1C(NC(C(=C1)C)=O)=O)=O)C(=O)NC(C1=NC=C(C=C1)C(C)C)C1=CC=CC=C1